NC[C@@H]1N(CCC2=C1C(=NN2C2=C(C=C(C=C2)C(C)C)C)C(=O)OC)C(=O)OC(C)(C)C |r| (rac)-5-(tert-butyl) 3-methyl 4-(aminomethyl)-1-(4-isopropyl-2-methylphenyl)-1,4,6,7-tetrahydro-5H-pyrazolo[4,3-c]pyridine-3,5-dicarboxylate